CC1=C(C=C(C(=C1)C)OCCCCCCSC(F)(F)F)C(C(F)(F)F)S(=O)C(C(F)(F)F)C1=C(C=C(C(=C1)OCCCCCCSC(F)(F)F)C)C 2,4-Dimethyl-5-[6-(trifluoromethylthio)hexyloxy]phenyl-2,2,2-trifluoroethyl sulfoxide